FC=1C(=C(C=CC1F)[C@H]1[C@@H](O[C@@]([C@H]1C)(C(F)(F)F)C)C(=O)NC1=C(C(=NC=C1)C(=O)N)C)OC 4-[[(2R,3S,4S,5S)-3-(3,4-Difluoro-2-methoxy-phenyl)-4,5-dimethyl-5-(trifluoromethyl)tetrahydrofuran-2-carbonyl]amino]-3-methyl-pyridin-2-carboxamid